ONC(=O)C1=CC=C2C=NN(C2=C1)CC1=CC=C(C=C1)OC(F)F 1-(4-difluoromethoxybenzyl)-1H-Indazole-6-carboxylic acid hydroxyamide